NC1=NC=CC(=C1Cl)OC1=C(C=C(C=C1)C1=NN(C(=C1C(=O)N)C(F)(F)F)C1=C(C=CC=C1)OC)F (4-((2-amino-3-chloropyridin-4-yl)oxy)-3-fluorophenyl)-1-(2-methoxyphenyl)-5-(trifluoromethyl)-1H-pyrazole-4-carboxamide